C(C)(C)C=1C=NN2C1N=C(C=C2NCC=2OC=CN2)NC[C@@H]2[C@H](CNCC2)O (3R,4R)-4-(((3-Isopropyl-7-((oxazol-2-ylmethyl)amino)pyrazolo[1,5-a]pyrimidin-5-yl)amino)methyl)piperidin-3-ol